CC1(CC=C(CC1)CCC1OCC(CO1)(C)C)C 2-(2-(4,4-dimethylcyclohexenyl)ethyl)-5,5-dimethyl-1,3-dioxan